2-((1R,5S,6S)-3-(6-(trifluoromethyl)-2-((R)-2-(trifluoromethyl)azetidin-1-yl)pyrimidin-4-yl)-3-azabicyclo[3.1.0]hexane-6-yl)acetic acid FC(C1=CC(=NC(=N1)N1[C@H](CC1)C(F)(F)F)N1C[C@@H]2C([C@@H]2C1)CC(=O)O)(F)F